COC1C(N(C1)C)(C)CO (3-methoxy-1,2-dimethylazetidin-2-yl)methanol